bis(4-(1H-1,2,4-triazol-1-yl)phenyl)methanone N1(N=CN=C1)C1=CC=C(C=C1)C(=O)C1=CC=C(C=C1)N1N=CN=C1